(E)-6-(6-(2-(5-Cyclopropyl-3-(2-(trifluoromethyl)phenyl)isoxazol-4-yl)vinyl)-2-azaspiro[3.3]heptan-2-yl)-4-(oxetan-3-yloxy)chinolin C1(CC1)C1=C(C(=NO1)C1=C(C=CC=C1)C(F)(F)F)/C=C/C1CC2(CN(C2)C=2C=C3C(=CC=NC3=CC2)OC2COC2)C1